O=C1NC(CCC1C1=NOC2=C1C=CC=C2C=2CCN(CC2)C(=O)OC(C)(C)C)=O tert-butyl 4-[3-(2,6-dioxo-3-piperidyl)-1,2-benzoxazol-7-yl]-3,6-dihydro-2H-pyridine-1-carboxylate